(8-(5,5-dimethylcyclohex-1-en-1-yl)imidazo[1,2-b]pyridazin-6-yl)pyrimidine-2,4(1H,3H)-dione CC1(CCC=C(C1)C=1C=2N(N=C(C1)N1C(NC(C=C1)=O)=O)C=CN2)C